4-bromo-6-fluoro-1-(tetrahydro-2H-pyran-2-yl)-6,7-dihydrocyclopenta[f]indazol-5(1H)-one BrC1=C2C=NN(C2=CC2=C1C(C(C2)F)=O)C2OCCCC2